N-(3-formylphenyl)-benzamide C(=O)C=1C=C(C=CC1)NC(C1=CC=CC=C1)=O